2-Hydroxy-N-(1-phenyl-1H-benzo[d][1,2,3]triazol-5-yl)pyrazolo[1,5-a]pyridine-3-carboxamide OC1=NN2C(C=CC=C2)=C1C(=O)NC1=CC2=C(N(N=N2)C2=CC=CC=C2)C=C1